N-(4,6-diaminopyrimidin-5-yl)valeramide NC1=NC=NC(=C1NC(CCCC)=O)N